N,N-dimethyl-1-propaneaminium trifluoro-acetate FC(C(=O)[O-])(F)F.C[NH+](CCC)C